1-{4-[(1E)-N-{[4-cyclohexyl-3-(trifluoromethyl)benzyl]oxy}ethanimidoyl]-2-ethylbenzyl}-3-acridinecarboxylic acid C1(CCCCC1)C1=C(C=C(CO/N=C(\C)/C2=CC(=C(CC3=CC(=CC4=NC5=CC=CC=C5C=C34)C(=O)O)C=C2)CC)C=C1)C(F)(F)F